5-(5-((3-chloro-4-methoxyphenyl)amino)-1H-indazol-1-yl)-2-fluorophenol ClC=1C=C(C=CC1OC)NC=1C=C2C=NN(C2=CC1)C=1C=CC(=C(C1)O)F